[1,1'-biphenyl]-4-yl (4-ethynylphenyl)sulfurofluoridoimidate C(#C)C1=CC=C(C=C1)N=S(OC1=CC=C(C=C1)C1=CC=CC=C1)(=O)F